6-([1,3]dioxolo[4,5-b]pyridin-6-yl)-N-[2-methyl-5-[[2-[(2S)-2-methylpyrrolidin-1-yl]acetyl]amino]-3-pyridyl]triazolo[1,5-a]pyridine-3-carboxamide O1COC2=NC=C(C=C21)C=2C=CC=1N(C2)N=NC1C(=O)NC=1C(=NC=C(C1)NC(CN1[C@H](CCC1)C)=O)C